[Cu].[In].[Ga].N1(C=NC=C1)C1=CC(=CC(=C1)N1C=NC=C1)N1C=NC=C1 1,3,5-tris(1-imidazolyl)benzene gallium-indium-copper